C(C1=CC=CC=C1)C1=NOC(=N1)N1CCN(CC1)C1=CN=C2N1N=CC(=C2)C=2C=NN(C2)C 3-benzyl-5-(4-(7-(1-methyl-1H-pyrazol-4-yl)imidazo[1,2-b]pyridazin-3-yl)piperazin-1-yl)-1,2,4-oxadiazole